(7r,8as)-2-(5-(5-(2,3-dimethylphenyl)-6-methoxy-1H-pyrazolo[4,3-b]pyridin-3-yl)pyridin-2-yl)octahydropyrrolo[1,2-a]pyrazin-7-ol mesylate S(C)(=O)(=O)O[C@@H]1C[C@@H]2N(CCN(C2)C2=NC=C(C=C2)C2=NNC=3C2=NC(=C(C3)OC)C3=C(C(=CC=C3)C)C)C1